ClC=1C(N(C(=CC1OCC1=NC=C(C=C1F)F)C)C1=CC(=NC=C1C)C=1N=C(SC1)C(C)(C)NC(C)=O)=C=O (R)-N-(2-(4-(3-chloro-4-((3,5-difluoropyridin-2-yl)methoxy)-5',6-dimethyl-2-carbonyl-2H-[1,4'-bipyridyl]-2'-yl)thiazol-2-yl)propan-2-yl)acetamide